4-amino-1-[(2R)-6-amino-2-[(2R)-2-[(2R)-2-{[benzyl(methyl)carbamoyl]amino}-3-phenylpropionylamino]-4-methylpentanoylamino]hexanoyl]piperidine-4-carboxylic acid NC1(CCN(CC1)C([C@@H](CCCCN)NC([C@@H](CC(C)C)NC([C@@H](CC1=CC=CC=C1)NC(N(C)CC1=CC=CC=C1)=O)=O)=O)=O)C(=O)O